Phenyl-ethyl-tellurium C1(=CC=CC=C1)[Te]CC